(R)-N-[2-amino-5-(5-fluoro-2-thienyl)phenyl]-4-(methylsulfonyl)benzamide NC1=C(C=C(C=C1)C=1SC(=CC1)F)NC(C1=CC=C(C=C1)S(=O)(=O)C)=O